Cl.CN(C1CC(NCC1)(C)C)C1=CC=CC=C1 N,2,2-trimethyl-N-phenylpiperidine-4-amine hydrochloride